OC(CN1CSCC1)C 3-(2-hydroxypropyl)thiazolidin